C(/C1=CC=CC=C1)=C\1/N(C(C2=CC=CC=C12)=O)N(C1=NC=CC=C1)C (Z)-3-benzylidene-2-(methyl-[2-pyridyl]amino)isoindolin-1-one